O1NC(CC2C1CCCN2)=O Hexahydropyridooxazinon